(R)-3-((tert-butyldimethylsilyl)oxy)-1-(4-methylbenzyl)pyrrolidin-2-one [Si](C)(C)(C(C)(C)C)O[C@H]1C(N(CC1)CC1=CC=C(C=C1)C)=O